4-(1-(1-amino-5-(methoxycarbonyl)-4-(4-phenoxyphenyl)-1H-imidazol-2-yl)-3-Hydroxypropyl)piperidine-1-carboxylic acid tert-butyl ester C(C)(C)(C)OC(=O)N1CCC(CC1)C(CCO)C=1N(C(=C(N1)C1=CC=C(C=C1)OC1=CC=CC=C1)C(=O)OC)N